(R)-N-(2-chloro-3'-(7-chloro-5-((3-hydroxypyrrolidin-1-yl)methyl)benzo[d]oxazol-2-yl)-2'-methylbiphenyl-3-yl)-5-formyl-1-methyl-2-oxo-1,2-dihydropyridine-3-carboxamide ClC1=C(C=CC=C1NC(=O)C=1C(N(C=C(C1)C=O)C)=O)C1=C(C(=CC=C1)C=1OC2=C(N1)C=C(C=C2Cl)CN2C[C@@H](CC2)O)C